FC1=C2C=CN=CC2=CC=C1F 5,6-difluoroisoquinoline